5-(3-methylimidazo[1,2-b]pyridazin-6-yl)-N-(tetrahydro-2H-pyran-4-yl)-7H-pyrrolo[2,3-d]pyrimidin-2-amine CC1=CN=C2N1N=C(C=C2)C2=CNC=1N=C(N=CC12)NC1CCOCC1